N-[2(S)-mercaptomethyl-3-(2-methylphenyl)propanoyl]-(S)-isoserine SC[C@H](C(=O)NC[C@H](O)C(=O)O)CC1=C(C=CC=C1)C